tert-butyl N-[2-[2,4-dichloro-6-[2-(1H-indol-3-yl)ethylamino]pyrimidin-5-yl]oxyethyl]carbamate ClC1=NC(=C(C(=N1)Cl)OCCNC(OC(C)(C)C)=O)NCCC1=CNC2=CC=CC=C12